tert-Butyl 4-((4-fluorophenyl)(hydroxy)(p-tolyl)methyl)piperidine-1-carboxylate FC1=CC=C(C=C1)C(C1CCN(CC1)C(=O)OC(C)(C)C)(C1=CC=C(C=C1)C)O